(S,E)-2,4,6-trifluoro-N-(2-methoxy-5-(4-(2-methyl-4-(4-Oxopent-2-enoyl)piperazin-1-yl)quinolin-6-yl)pyridin-3-yl)benzenesulfonamide FC1=C(C(=CC(=C1)F)F)S(=O)(=O)NC=1C(=NC=C(C1)C=1C=C2C(=CC=NC2=CC1)N1[C@H](CN(CC1)C(\C=C\C(C)=O)=O)C)OC